pyridine-4-one TFA salt OC(=O)C(F)(F)F.N1=CCC(C=C1)=O